NCC1=NNC(C2=CC=C(C=C12)C=1C=NN(C1C1=C(C=2C(=NC=CC2)S1)C#N)C)=O 2-(4-(4-(aminomethyl)-1-oxo-1,2-dihydrophthalazin-6-yl)-1-methyl-1H-pyrazol-5-yl)thieno[2,3-b]pyridine-3-carbonitrile